2-methoxy-1-[4-(tetramethyl-1,3,2-dioxaborolan-2-yl)-1,2,3,6-tetrahydropyridin-1-yl]ethan-1-one COCC(=O)N1CCC(=CC1)B1OC(C(O1)(C)C)(C)C